5-[3-[[3-Fluoro-4-[(4-methoxyphenyl)methoxymethyl]phenyl]carbamoyl]phenyl]-2-methyl-pyridine-3-carboxylic acid FC=1C=C(C=CC1COCC1=CC=C(C=C1)OC)NC(=O)C=1C=C(C=CC1)C=1C=C(C(=NC1)C)C(=O)O